1-bromo-3-(bromomethyl)-2,4,5-trifluorobenzene BrC1=C(C(=C(C(=C1)F)F)CBr)F